2-chloro-7-methyl-4-morpholin-4-yl-thieno[3,2-d]Pyrimidine-6-carbaldehyde ClC=1N=C(C2=C(N1)C(=C(S2)C=O)C)N2CCOCC2